N-[3-fluoro-4-({6-methoxy-7-[2-(4-methylpiperidin-1-yl)ethoxy]quinolin-4-yl}oxy)phenyl]-5-(4-fluorophenyl)-6-oxo-2,3,5,6-tetrahydrofuro[3,2-c]pyridine-7-carboxamide FC=1C=C(C=CC1OC1=CC=NC2=CC(=C(C=C12)OC)OCCN1CCC(CC1)C)NC(=O)C1=C2C(=CN(C1=O)C1=CC=C(C=C1)F)CCO2